4-[2-Methyl-3-(4,5-dihydroisoxazol-3-yl)-4-methylsulfonyl-benzoyl]-1-methyl-5-hydroxy-1H-pyrazole CC1=C(C(=O)C=2C=NN(C2O)C)C=CC(=C1C1=NOCC1)S(=O)(=O)C